FC=1C(=CC=2C3=C(NC(C2C1)=O)COC[C@@H]3N(C(C3=CC(=NC=C3)C(F)F)=O)C)F (R)-N-(8,9-difluoro-6-oxo-1,4,5,6-tetrahydro-2H-pyrano[3,4-c]isoquinolin-1-yl)-2-(difluoromethyl)-N-methyl-isonicotinamide